tert-Butyl 4-[(3,3,8-trimethyl-1,5-dioxo-1,2,3,5-tetrahydroimidazo[1,5-a]pyridin-6-yl)amino]-5,7-dihydro-6H-pyrrolo[3,4-d]pyrimidine-6-carboxylate CC1(NC(C=2N1C(C(=CC2C)NC=2C1=C(N=CN2)CN(C1)C(=O)OC(C)(C)C)=O)=O)C